(terphenylyl)(dibenzothiophenyl)(terphenylyl)(dibenzothiophenyl)indolocarbazole C1(=C(C=CC=C1)C=1C(=C(C(=C2C1N=C1C=CC3=C4C=CC=CC4=NC3=C12)C1=CC=CC=2SC3=C(C21)C=CC=C3)C3=C(C=CC=C3)C=3C(=CC=CC3)C3=CC=CC=C3)C3=CC=CC=2SC1=C(C23)C=CC=C1)C=1C(=CC=CC1)C1=CC=CC=C1